6-(3,4-difluorophenyl)-3-methyl-1-(thiadiazol-4-ylmethyl)imidazo[4,5-b]pyridin-2-one FC=1C=C(C=CC1F)C=1C=C2C(=NC1)N(C(N2CC=2N=NSC2)=O)C